1-methyl-8-((1-(methylsulfonyl)cyclopropyl)methoxy)-2-oxo-1,2-dihydro-1,5-naphthyridine-3-carboxylic acid CN1C(C(=CC2=NC=CC(=C12)OCC1(CC1)S(=O)(=O)C)C(=O)O)=O